(S)-2-(3-chlorophenyl)-2-methyl-1-phenylpropyl ((S)-1-(((S)-1-hydroxy-3-((S)-2-oxopyrrolidin-3-yl)propan-2-yl)amino)-1-oxohexan-2-yl)carbamate OC[C@H](C[C@H]1C(NCC1)=O)NC([C@H](CCCC)NC(O[C@H](C(C)(C)C1=CC(=CC=C1)Cl)C1=CC=CC=C1)=O)=O